N1CCCC1 2,3-dihydro-pyrroline